OC1=CC=C2C=C(C(=NC2=C1)C)C1C(NC(CC1)=O)=O 3-(7-hydroxy-2-methylquinolin-3-yl)piperidine-2,6-dione